C1(CC1)N1CCC(CC1)(O)C1=C(C=C(C=C1)C1=CC2=C(C(=N1)C)C=C(N2C)C2=CC=C(C=C2)S(=O)(=O)C)F 1-Cyclopropyl-4-(4-(1,4-dimethyl-2-(4-(methylsulfonyl)phenyl)-1H-pyrrolo[3,2-c]pyridin-6-yl)-2-fluorophenyl)piperidin-4-ol